BrC=1C=CC=C2C=CC(=C(C12)O)F 8-Bromo-2-fluoronaphthalen-1-ol